C(C)(C)N(CCCCC(CCCCCCCCCCCCCCCCCCCC(=O)[O-])(CCCCCCCCCCCCCCCCCCCC(=O)[O-])O)C(C)C 7-(4-(Diisopropylamino)butyl)-7-hydroxytridecane-1,13-diylditetradecanoate